(S)-4-(2,6-dimethylphenoxy)-N-(7-(3-hydroxy-3-methylbut-1-yn-1-yl)-5-methyl-4-oxo-2,3,4,5-tetrahydrobenzo[b][1,4]oxazepin-3-yl)pyridineamide CC1=C(OC2=CC(=NC=C2)C(=O)N[C@@H]2C(N(C3=C(OC2)C=CC(=C3)C#CC(C)(C)O)C)=O)C(=CC=C1)C